C(C1=CC=CC=C1)C=1N=C2N(C=CC(=C2)Br)C1 2-Benzyl-7-bromo-imidazo[1,2-a]pyridine